7-Acetyl-3-amino-4-(7-fluoro-1H-indazol-4-yl)-8-methyl-1,5-naphthyridin-2(1H)-one C(C)(=O)C1=CN=C2C(=C(C(NC2=C1C)=O)N)C1=C2C=NNC2=C(C=C1)F